C(C)(C)(C)OC(=O)N1C=C(C2=C(C=CC=C12)OC)CC(=O)N(CC)CC 3-(2-(diethylamino)-2-oxoethyl)-4-methoxy-1H-indole-1-carboxylic acid tert-butyl ester